(S)-6-methyl-5-(2-oxo-2-((1,1,1-trifluoroprop-2-yl)amino)acetyl)-2,3-dihydro-1H-pyrrolizine-7-carboxylic acid CC1=C(N2CCCC2=C1C(=O)O)C(C(N[C@H](C(F)(F)F)C)=O)=O